O=C1NC(CCC1NC1=CC(=C(C(=C1)F)N1CCC(CC1)CC(=O)O)F)=O 2-[1-[4-[(2,6-dioxo-3-piperidyl)amino]-2,6-difluoro-phenyl]-4-piperidyl]acetic acid